P(=O)(O)(O)CO[C@@H](CN1C2=NC=NC(=C2N=C1)N)C (R)-9-[2-(phosphonomethoxy)propyl]adenine